dibutylbutan-1-amine C(CCC)C(CCC)(N)CCCC